FC1=CC=C(C=C1)C1=C2CN(CC2=CC(=C1)[N+](=O)[O-])C(=O)OC(C)(C)C tert-butyl 4-(4-fluorophenyl)-6-nitroisoindoline-2-carboxylate